N-[(3R,4S)-4-fluoro-1-(4-fluorobenzoyl)pyrrolidin-3-yl]benzamide F[C@@H]1[C@@H](CN(C1)C(C1=CC=C(C=C1)F)=O)NC(C1=CC=CC=C1)=O